(3-(3-chlorophenyl)-1-cyclopropyl-1H-indazol-6-yl)(4-(1-(difluoromethyl)-1H-benzo[d]imidazol-2-yl)piperidin-1-yl)methanone ClC=1C=C(C=CC1)C1=NN(C2=CC(=CC=C12)C(=O)N1CCC(CC1)C1=NC2=C(N1C(F)F)C=CC=C2)C2CC2